P(=O)(OC(C1=C(C=CC=C1)C)(C1=CC=CC=C1)C1=CC=CC=C1)(OC1=CC=CC=C1)OC1=CC=CC=C1 methyltrityl diphenyl phosphate